N-(1-Cyanocyclopropyl)-9-(5-(difluoromethyl)-1,3,4-thiadiazol-2-yl)-4-(4-(4-methylpiperazine-1-carbonyl)piperazin-1-yl)-9H-pyrimido[4,5-b]indole-7-sulfonamide C(#N)C1(CC1)NS(=O)(=O)C1=CC=C2C3=C(N(C2=C1)C=1SC(=NN1)C(F)F)N=CN=C3N3CCN(CC3)C(=O)N3CCN(CC3)C